Cl.N1[C@@H](CCC1)C(C)(C)O (S)-2-(pyrrolidin-2-yl)propane-2-ol hydrochloride